C(C1=CC=CC=C1)[C@H]1N(C(OC1)=O)C\C=C\C=1SC=CC1 (4R)-4-benzyl-3-[(2E)-3-(thiophen-2-yl)prop-2-enyl]-1,3-oxazolidin-2-one